N-(Tetradecanoyl)-ethanolamine C(CCCCCCCCCCCCC)(=O)NCCO